C(CCCC)OC(COC1=CC=CC=C1)=O phenoxyacetic acid amyl ester